NC1=NC2=CC=C(C=C2C=C1C([2H])([2H])[2H])C(=O)N([C@H](C)C1=NC=CC=N1)CC1=NC=C(C=C1)C#N (R)-2-amino-N-((5-cyanopyridin-2-yl)methyl)-3-(methyl-d3)-N-(1-(pyrimidin-2-yl)ethyl)quinoline-6-carboxamide